OCC(CO)(CO)NCCS(=O)(=O)O 2-{[1,3-Dihydroxy-2-(hydroxymethyl)propan-2-yl]amino}ethane-1-sulfonic acid